C(C)(C)(C)N1CCCCC1 t-butylpiperidine